2-(3,7-dimethylocta-2,6-dien-1-yl)-5-pentyl-4-(pyridin-4-yl)benzene-1,3-diol CC(=CCC1=C(C=C(C(=C1O)C1=CC=NC=C1)CCCCC)O)CCC=C(C)C